tert-butyl ((1S,2S)-2-((2-(2,6-dioxo-1-((2-(trimethylsilyl)ethoxy)methyl) piperidin-3-yl)-1-oxoisoindolin-5-yl)oxy)-4,4-dimethylcyclopentyl)carbamate O=C1N(C(CCC1N1C(C2=CC=C(C=C2C1)O[C@@H]1[C@H](CC(C1)(C)C)NC(OC(C)(C)C)=O)=O)=O)COCC[Si](C)(C)C